C1(CC1)CCN(C1=C2CN(C(C2=CC=C1)=O)C1C(NC(CC1)=O)=O)C1CCC(CC1)NCC(F)F 3-(4-((2-cyclopropylethyl)((1s,4s)-4-((2,2-difluoroethyl)amino)cyclohexyl)amino)-1-oxoisoindolin-2-yl)piperidine-2,6-dione